3-fluoro-D-glucose F[C@]([C@H](C=O)O)(O)[C@H](O)[C@H](O)CO